CN1N=C(C(=C1)CNC(C1=CC=C(C=C1)C1=NC=CC2=C1C=CN2)=O)C N-[(1,3-dimethyl-1H-pyrazol-4-yl)methyl]-4-(1H-pyrrolo[3,2-c]pyridin-4-yl)benzamide